ClC=1C(=NC(=NC1)N[C@H]1C[C@@H](CC1)O)C1=CC=C2CN(C(C2=C1)=O)[C@@H](C(=O)N[C@H](CO)C1=NC(=CC=C1)N(C)C)C (2R)-2-[6-(5-chloro-2-{[(1R,3R)-3-hydroxycyclopentyl]amino}pyrimidin-4-yl)-1-oxo-2,3-dihydro-1H-isoindol-2-yl]-N-[(1S)-1-[6-(dimethylamino)pyridin-2-yl]-2-hydroxyethyl]propanamide